3-Methyl-Azepanone CC1C(NCCCC1)=O